FC=1C(=NC(=NC1)NC1CCN(CC1)C(=O)OC1CC2(CNC2)C1)C1=CC(=CC=C1)N1C(C=CC=C1)=O 2-azaspiro[3.3]heptan-6-yl 4-((5-fluoro-4-(3-(2-oxopyridin-1(2H)-yl)phenyl)pyrimidin-2-yl)amino)piperidine-1-carboxylate